Methyl (E)-2,3-difluoro-4-hydroxy-5-(((2-hydroxyethyl)imino)methyl)benzoate FC1=C(C(=O)OC)C=C(C(=C1F)O)/C=N/CCO